5-acetamido-1-pentanol C(C)(=O)NCCCCCO